2,3,5,6-Tetrafluoro-4-(methoxymethyl)benzyl (1R,3R)-3-[(Z)-2-cyanoprop-1-enyl]-2,2-dimethylcyclopropanecarboxylate C(#N)\C(=C/[C@H]1C([C@@H]1C(=O)OCC1=C(C(=C(C(=C1F)F)COC)F)F)(C)C)\C